O[C@H](CC(=O)SCCNC(CCNC([C@@H](C(COP(OP(OC[C@@H]1[C@H]([C@H]([C@@H](O1)N1C=NC=2C(N)=NC=NC12)O)OP(=O)(O)O)(=O)O)(=O)O)(C)C)O)=O)=O)C |&1:1| (S)- and (R)-3-hydroxybutyryl-CoA